3-((pyrazine-2-carboxamido)methyl)-4,5-dihydroisoxazole-5-carboxamide N1=C(C=NC=C1)C(=O)NCC1=NOC(C1)C(=O)N